C(C)(C)(C)OC(=O)N1C[C@@H](CC1)[C@H](C(=O)O)CC1=CC=CC=C1 (2R)-2-[(3S)-1-tert-Butoxycarbonylpyrrolidin-3-yl]-3-phenyl-propionic acid